6-cyclobutoxy-N-(1-cyclopropyl-2-oxo-1,2-dihydropyridin-3-yl)-2-(1-methyl-2-oxabicyclo[2.1.1]hexan-4-yl)-2H-pyrazolo[3,4-b]pyridine-5-carboxamide C1(CCC1)OC=1C(=CC=2C(N1)=NN(C2)C21COC(C2)(C1)C)C(=O)NC=1C(N(C=CC1)C1CC1)=O